C[C@@H]1O[C@@H](CN(C1)C[C@@H](C)[C@H]1CC[C@H]2\C(\CCC[C@]12C)=C\C=C1C[C@H](C([C@@H](C1)O)=C)O)C (1R,3R)-5-(2-((1R,3aS,7aR,E)-1-((S)-1-((2S,6R)-2,6-dimethylmorpholino)propan-2-yl)-7a-methyloctahydro-4H-inden-4-ylidene)ethylidene)-2-methylenecyclohexane-1,3-diol